1-(2-hydroxyethyl)-3-methyl-imidazolium chloride [Cl-].OCCN1C=[N+](C=C1)C